(S)-2-(4-(tert-butoxycarbonyl)-3,3-dimethylpiperazin-1-yl)propanoic acid C(C)(C)(C)OC(=O)N1C(CN(CC1)[C@H](C(=O)O)C)(C)C